C(C)(C)(C)N1N=C(C=C1)C(=O)NCC1=C(C(=C(C=C1)C1=C(C=NC=C1)OCCN(C(C=C)=O)C)F)Cl 1-(tert-butyl)-N-(2-chloro-3-fluoro-4-(3-(2-(N-methylacrylamido)ethoxy)pyridin-4-yl)benzyl)-1H-pyrazole-3-carboxamide